methyl 2-((E)-((E)-2-benzylideneheptylidene)-amino)benzoate C(/C1=CC=CC=C1)=C(\C=N\C1=C(C(=O)OC)C=CC=C1)/CCCCC